CN(CCOC1=NC=2C=CC=CC2C2=C1C=C(N2)C2=CC=C(C=C2)C(F)(F)F)C N,N-dimethyl-2-((2-(4-(trifluoromethyl)phenyl)Azolo[4,5-c]Quinolin-4-yl)oxy)ethaneAmine